Tert-butyl (2-((2S,5R)-6-(benzyloxy)-7-oxo-1,6-diazabicyclo[3.2.1]octane-2-carboximidamido)-2-oxoethyl)carbamate C(C1=CC=CC=C1)ON1[C@@H]2CC[C@H](N(C1=O)C2)C(NC(CNC(OC(C)(C)C)=O)=O)=N